C(C)(=O)OCNC(=O)[C@H](CCC(=O)OCC1=CC=CC=C1)NC(=O)OCC1C2=CC=CC=C2C=2C=CC=CC12 Benzyl (4S)-4-{[(acetyloxy)methyl]carbamoyl}-4-({[(9H-fluoren-9-yl)methoxy]carbonyl}amino)butanoate